tert-butyl (1S,4S,5R)-5-((5-cyclopropyl-3-(2-(trifluoromethoxy) phenyl)isoxazol-4-yl)methoxy)-2-azabicyclo[2.2.1]heptane-2-formate C1(CC1)C1=C(C(=NO1)C1=C(C=CC=C1)OC(F)(F)F)CO[C@H]1[C@@H]2CN([C@H](C1)C2)C(=O)OC(C)(C)C